[Si](C)(C)(C(C)(C)C)O[C@H]1[C@H]([C@@H](O[C@@H]1CO)N1C=NC=2C(N)=NC=NC12)F 3'-O-tert-butyl-dimethylsilyl-2'-deoxy-2'-fluoroadenosine